6-(3-methoxyphenyl)-2-oxo-3H-imidazo[4,5-b]Pyridine COC=1C=C(C=CC1)C=1C=C2C(=NC1)NC(N2)=O